Cl.FC1=C(CNC(=NC2=NC(=CC(=N2)C2=CC=C(C=C2)OC)C2=CC(=CC=C2)[N+](=O)[O-])N)C=CC=C1 1-(2-fluorobenzyl)-2-(4-(4-methoxyphenyl)-6-(3-nitrophenyl)pyrimidin-2-yl)guanidine hydrochloride